BrC1=CC=2C3=C(NC2C=C1)C(=NC(=N3)C(=O)OC)OC Methyl 8-bromo-4-methoxy-5H-pyrimido[5,4-b]indole-2-carboxylate